N-[4-(3-chlorophenoxy)-3-sulfamoylphenyl]-2-(4,6-dichloropyridin-3-yl)acetamide ClC=1C=C(OC2=C(C=C(C=C2)NC(CC=2C=NC(=CC2Cl)Cl)=O)S(N)(=O)=O)C=CC1